N-phenyl-4-{4-(phenyl-d5)naphthalen-2-yl}-aniline C1(=CC=CC=C1)NC1=CC=C(C=C1)C1=CC2=CC=CC=C2C(=C1)C1=C(C(=C(C(=C1[2H])[2H])[2H])[2H])[2H]